5-Bromo-3-(5-ethyl-1,3,4-thiadiazol-2-ylamino)-1-methylpyridin-2(1H)-one BrC=1C=C(C(N(C1)C)=O)NC=1SC(=NN1)CC